C(C1=CC=CC=C1)(C1=CC=CC=C1)(C1=CC=CC=C1)OCCCO 3-(trityloxy)propanol